C1(CCCC1)NC(=O)NC1=C(C=CC(=C1)NC=1N=CC2=C(N1)N(C(C=C2C#C)=O)C)N2CCN(CC2)C 1-cyclopentyl-3-(5-((5-ethynyl-8-methyl-7-oxo-7,8-dihydropyrido[2,3-d]pyrimidin-2-yl)amino)-2-(4-methylpiperazin-1-yl)phenyl)urea